tert-butyl 3-[7-[4-(trifluoromethyl)phenoxy]-1-isoquinolyl]-2,5-dihydropyrrole-1-carboxylate FC(C1=CC=C(OC2=CC=C3C=CN=C(C3=C2)C=2CN(CC2)C(=O)OC(C)(C)C)C=C1)(F)F